bis(chloro(triphenylphosphine)) palladium (II) [Pd+2].ClC1=C(C=CC=C1)P(C1=CC=CC=C1)C1=CC=CC=C1.ClC1=C(C=CC=C1)P(C1=CC=CC=C1)C1=CC=CC=C1